CN1C[C@@H](OCC1)CO [(2R)-4-methylmorpholin-2-yl]methanol